3-amino-N-(2-((4-fluorophenyl)ethynyl)-4-(3-(2-(pyridin-3-yl)ethyl)ureido)phenyl)benzamid NC=1C=C(C(=O)NC2=C(C=C(C=C2)NC(=O)NCCC=2C=NC=CC2)C#CC2=CC=C(C=C2)F)C=CC1